NC1=NN2C(NCC3=CC(=C(C1=C23)OC2=C(C=CC(=C2)F)Cl)NC(C2=CC(=CC(=C2)C(F)(F)F)F)=O)=O N-(2-amino-3-(2-chloro-5-fluorophenoxy)-8-oxo-7,8-dihydro-6H-pyrazolo[4,5,1-ij]quinazolin-4-yl)-3-fluoro-5-(trifluoromethyl)benzamide